C(C1=CC=CC=C1)[C@](CC(C)C)(C)NC(=O)C=1C=NC2=C(C=CC=C2C1)F N-[(1R)-1-benzyl-1,3-dimethyl-butyl]-8-fluoro-quinoline-3-carboxamide